CN(C1(CCC2(CN(C(N2)=O)C2=C3C=CN=CC3=CC=C2)CC1)C1=CC=CC=C1)C cis-8-dimethylamino-3-isoquinolin-5-yl-8-phenyl-1,3-diazaspiro[4.5]decan-2-one